3-tert-butyl-2-hydroxy-5-methylbenzyl-4-methylphenylacrylate C(C)(C)(C)C=1C(=C(COC(C(=C)C2=CC=C(C=C2)C)=O)C=C(C1)C)O